C(C)(C)(C)C1=CC=C(CSC=2N(C=C(N2)C2=CC=CC=C2)C2=CC(=CC=C2)F)C=C1 2-((4-(tert-butyl)benzyl)thio)-1-(3-fluorophenyl)-4-phenyl-1H-imidazole